(E)-3-(4-butoxy-3-methoxyphenyl)-N-((2-(trifluoromethyl)phenyl)aminomethyl)acrylamide C(CCC)OC1=C(C=C(C=C1)/C=C/C(=O)NCNC1=C(C=CC=C1)C(F)(F)F)OC